BrC=1N=C(C=2N(C1)C=C(N2)C)Br 6,8-dibromo-2-methyl-imidazo[1,2-a]pyrazine